tert-butyl (E)-(2-(((2-(2-oxa-6-azaspiro[3.3]heptan-6-yl)benzo[d]oxazol-6-yl)oxy)methyl)-3-fluoroallyl)carbamate C1OCC12CN(C2)C=2OC1=C(N2)C=CC(=C1)OC\C(\CNC(OC(C)(C)C)=O)=C\F